(1-((2S,4S)-1-acetyl-2-(cyanomethyl)piperidin-4-yl)-8-chloro-6-fluoro-4-((S)-1-((S)-1-methylpyrrolidin-2-yl)ethoxy)-1H-pyrazolo[4,3-c]quinolin-7-yl)isoquinoline-8-carbonitrile C(C)(=O)N1[C@@H](C[C@H](CC1)N1N=CC=2C(=NC=3C(=C(C(=CC3C21)Cl)C2=NC=CC1=CC=CC(=C21)C#N)F)O[C@@H](C)[C@H]2N(CCC2)C)CC#N